C[C@@H]1C=2C=CC=NC2CCN1C(=O)C1=NC2=C(N1)C(=CC=C2)C(F)(F)F (R)-(5-Methyl-7,8-dihydro-1,6-naphthyridin-6(5H)-yl)(7-(trifluoromethyl)-1H-benzo[d]imidazol-2-yl)methanone